(S)-4-(((R)-2-((((9H-fluoren-9-yl)methoxy)carbonyl)(methyl)amino)-3-(4-chlorophenyl)propyl)(3,3-difluoropropyl)amino)-3-((R)-2,3-dihydro-1H-inden-1-yl)-4-oxobutanoic acid C1=CC=CC=2C3=CC=CC=C3C(C12)COC(=O)N([C@@H](CN(C([C@@H](CC(=O)O)[C@H]1CCC2=CC=CC=C12)=O)CCC(F)F)CC1=CC=C(C=C1)Cl)C